3,4-Dichloro-1-propyl-pyrrole-2,5-dione ClC=1C(N(C(C1Cl)=O)CCC)=O